(1S,3R,4S)-N-[(1R)-1-cyano-2-[(3S)-2-oxo-3-piperidyl]ethyl]-2-[(2R)-3-cyclopropyl-2-[(2,2,2-trifluoroacetyl)amino]propanoyl]-5,5-difluoro-2-azabicyclo[2.2.2]octane-3-carboxamide C(#N)[C@@H](C[C@H]1C(NCCC1)=O)NC(=O)[C@@H]1N([C@@H]2CC([C@H]1CC2)(F)F)C([C@@H](CC2CC2)NC(C(F)(F)F)=O)=O